C1(=C(C=CC=C1)C(C(=O)O)C#N)C.F[C@H]1C[C@H](N(C1)CC1=C(C=C(C=C1)OCC1=CC(=CC=C1)F)C)C(=O)N (2S,4S)-4-fluoro-1-(4-(3-fluorobenzyloxy)-2-methylbenzyl)pyrrolidine-2-carboxamide Toluylcyanoacetat